1-((3S,5S)-1-acryloyl-5-methylpyrrolidin-3-yl)-3-((1-cyclopropyl-6,7-difluoro-1H-benzo[d]imidazol-5-yl)ethynyl)-5-(methylamino)-1H-pyrazole-4-carboxamide C(C=C)(=O)N1C[C@H](C[C@@H]1C)N1N=C(C(=C1NC)C(=O)N)C#CC1=CC2=C(N(C=N2)C2CC2)C(=C1F)F